N-(6-amino-5-ethyl-3-pyridyl)-2-[(2S,5R)-5-methyl-2-(1-oxoisoindolin-5-yl)-1-piperidyl]-2-oxo-acetamide NC1=C(C=C(C=N1)NC(C(=O)N1[C@@H](CC[C@H](C1)C)C=1C=C2CNC(C2=CC1)=O)=O)CC